OCC(O)CO glycerole